C(C)C1=NN(C(C2=C1N=C(C=C2)C(C)C)=O)CC(=O)O 2-(8-ethyl-2-isopropyl-5-oxopyrido[2,3-d]pyridazin-6(5H)-yl)acetic acid